CN1C[C@@H](CCC1)NC=1N=NC(=C2C1OC=C2)C2=C(C=C(C=C2)C(F)(F)F)O 2-[7-[[(3R)-1-methyl-3-piperidyl]amino]furo[2,3-d]pyridazin-4-yl]-5-(trifluoromethyl)phenol